2-nonadecylamino-1,4-naphthoquinone C(CCCCCCCCCCCCCCCCCC)NC=1C(C2=CC=CC=C2C(C1)=O)=O